ClC1=C(C=C(CN2CCC(CC2)C=2C=C3CN(C(C3=CC2)=O)C2C(NC(CC2)=O)=O)C=C1)F 3-(5-(1-(4-chloro-3-fluorobenzyl)piperidin-4-yl)-1-oxoisoindolin-2-yl)piperidine-2,6-dione